CS(=O)(=O)[O-].C(CCCCCCCCCC)[NH+]1CC(CCC1)CCC 1-undecyl-3-propylpiperidinium methanesulfonate